C(C)(C)(C)C1=C(NC2=C(C=C(C=C12)F)CC(C)C)COS(=O)(=O)C tert-butyl-5-fluoro-7-isobutyl-2-(methylsulfonyloxymethyl)indole